C[C@@H]1N(CCNC1)C(=O)[O-] (S)-2-methylpiperazine-1-carboxylate